O=C1CCC(CC1)C1CCN(CC1)C1=CC=C(C=C1)C1C(NC(CC1)=O)=O 3-[4-[4-(4-oxocyclohexyl)-1-piperidyl]phenyl]piperidine-2,6-dione